[Dimethylamino-([1,2,3]triazolo-[4,5-b]pyridin-3-yloxy)-methylene]-dimethyl-ammonium CN(C)C(ON1N=NC=2C1=NC=CC2)=[N+](C)C